OCC1CCC(CC1)N1N=C2C=C(C(=CC2=C1)NC(=O)C1=NC(=CC=C1)C(F)(F)F)N1[C@H]2CO[C@@H](C1)C2 N-[2-[4-(hydroxymethyl)cyclohexyl]-6-[(1R,4R)-2-oxa-5-azabicyclo[2.2.1]heptan-5-yl]indazol-5-yl]-6-(trifluoromethyl)pyridine-2-carboxamide